(1S)-1'-[7-(3-chloro-2-methyl-4-pyridyl)-6-methyl-pyrazolo[1,5-a]pyrazin-4-yl]-5-fluoro-spiro[indane-2,4'-piperidine]-1-amine formate C(=O)O.ClC=1C(=NC=CC1C1=C(N=C(C=2N1N=CC2)N2CCC1(CC2)[C@@H](C2=CC=C(C=C2C1)F)N)C)C